NC1=CC=C(C=C1)N1C[C@H](CCC1)NC(OC(C)(C)C)=O tert-Butyl (S)-(1-(4-aminophenyl)piperidin-3-yl)carbamate